C1(=CC=CC=C1)[C@H]1NCC[C@H](C1)O (2s,4r)-2-phenylpiperidin-4-ol